(2-cyclopropyl-7-isopropyl-4-oxofuro[2,3-d]pyridazin-5(4H)-yl)acetic acid C1(CC1)C1=CC2=C(C(=NN(C2=O)CC(=O)O)C(C)C)O1